2-((trans-2-((4-(5,6-dihydro-11H-benzo-[5,6]cyclohepta[1,2-b]pyridin-11-ylidene)-piperidin-1-yl)meth-yl)cyclohexyl)meth-yl)hexahydro-1H-isoindole-1,3(2H)-dione N1=C2C(=CC=C1)CCC1=C(C2=C2CCN(CC2)C[C@H]2[C@@H](CCCC2)CN2C(C3CCCCC3C2=O)=O)C=CC=C1